C(C)(C)N(C(=O)C=1OC=NN1)C N-isopropyl-N-methyl-1,3,4-oxadiazole-2-carboxamide